tert-butyl 2-(3-benzyloxycyclobutoxy)acetate C(C1=CC=CC=C1)OC1CC(C1)OCC(=O)OC(C)(C)C